C(C1=CC=CC=C1)OC1=CC=C2NC=C(C[C@H](N)C(=O)O)C2=C1 |r| 5-benzyloxy-DL-tryptophan